ClC=1C=C(C(=C2C=CNC12)C=1N(N=C2C1CN(CC2)C2=NC=C(C=N2)CN2CCCC2)C2=C(C=CC=C2CC)CC)F 3-(7-chloro-5-fluoro-1H-indol-4-yl)-2-(2,6-diethylphenyl)-5-[5-(pyrrolidin-1-ylmethyl)pyrimidin-2-yl]-6,7-dihydro-4H-pyrazolo[4,3-c]pyridine